3-(4-chlorophenyl)-N'-((4-chlorophenyl)sulfonyl)-N-((R)-2-methyl-3-sulfamoylpropyl)-4-phenyl-4,5-dihydro-1H-pyrazole-1-carboxamidine ClC1=CC=C(C=C1)C1=NN(CC1C1=CC=CC=C1)C(=NS(=O)(=O)C1=CC=C(C=C1)Cl)NC[C@H](CS(N)(=O)=O)C